C(C)(C)(C)N[C@@H](CC(=O)O)C(=O)O tert-butyl-L-aspartic acid